[2H]C(=O)N([2H])[2H] formamide-d3